1-(tert-butyl) 2-ethyl 5-(bis(tert-butoxycarbonyl) amino)-6,8-dihydro-1H-furo[3,4-d]pyrrolo[3,2-b]pyridine-1,2-dicarboxylate C(C)(C)(C)OC(=O)N(C1=C2C(=C3C(=N1)C=C(N3C(=O)OC(C)(C)C)C(=O)OCC)COC2)C(=O)OC(C)(C)C